C(N)(OC1=CC=CC2=CC3=CC=CC=C3C=C12)=O anthryl carbamate